(S)-6-Chloro-3-((1-(3,6-dimethyl-4-oxo-2-(4-(pyridin-4-yl)piperazin-1-yl)-3,4-dihydroquinazolin-8-yl)ethyl)amino)picolinic acid ClC1=CC=C(C(=N1)C(=O)O)N[C@@H](C)C=1C=C(C=C2C(N(C(=NC12)N1CCN(CC1)C1=CC=NC=C1)C)=O)C